ethyl 6-chloro-3-(trifluoromethyl)-1-((2-(trimethylsilyl) ethoxy) methyl)-1H-pyrazolo[3,4-b]pyridine-4-carboxylate ClC=1C=C(C2=C(N1)N(N=C2C(F)(F)F)COCC[Si](C)(C)C)C(=O)OCC